C1CCC2=NC3=C(C(=C21)NC(=O)N=[S@](=O)(N)C=2SC(=CC2)C(C)(C)O)CCC3 (R)-N'-((1,2,3,5,6,7-hexahydrodicyclopenta[b,e]pyridin-8-yl)carbamoyl)-5-(2-hydroxypropan-2-yl)thiophene-2-sulfonimidamide